n-eicosyl nonanate C(CCCCCCCC)(=O)OCCCCCCCCCCCCCCCCCCCC